C1(CCCC1)N1C=C(C2=C1N=CN=C2N)I 7-cyclopentyl-5-iodo-7H-pyrrolo[2,3-d]pyrimidin-4-amine